C(C)OC1=C(C=CC(=C1)OCC)C1=NC(=CC(=C1)C1=CC=C(C=C1)NC1=CC=C(C=C1)OCCCCC)C1=C(C=C(C=C1)OCC)OCC 2,6-bis(2,4-diethyloxyphenyl)-4-(4-(4-pentyloxyphenyl)aminophenyl)pyridine